C(C=C)(=O)O.C(C)OCCOCCOCC ethoxymonoethyl ether acrylate